6-[7-(pyrazol-1-yl)-3H-1,2,3-benzotriazol-4-yl]Pyridazin-3-amine N1(N=CC=C1)C1=CC=C(C2=C1N=NN2)C2=CC=C(N=N2)N